tert-butyl 2-cyclopropyl-2-(3-ethoxy-3-oxopropyl)hydrazine-1-carboxylate C1(CC1)N(NC(=O)OC(C)(C)C)CCC(=O)OCC